C(#N)C1C(CNC1)NC1=NC(=CC(=N1)N1CCN(CC1)C[C@H]1CN(C[C@H](O1)C)C1=C2C=CC=NC2=C(C=C1)C#N)C 5-[(2S,6R)-2-[[4-[2-[(4-cyanopyrrolidin-3-yl)amino]-6-methyl-pyrimidin-4-yl]piperazin-1-yl]methyl]-6-methyl-morpholin-4-yl]quinoline-8-carbonitrile